ClC1=C(C=C(C=C1)F)N=C(N)C1=C(C=2N(N=C1)C=C(C2)C=2C=NNC2)NC2C1CC3CC(CC2C3)(C1)O N'-(2-chloro-5-fluoro-phenyl)-4-[(5-hydroxy-2-adamantyl)amino]-6-(1H-pyrazol-4-yl)-pyrrolo[1,2-b]pyridazine-3-carboxamidine